(3S)-4-(4-bromophenyl)-3-(methoxymethyl)morpholine BrC1=CC=C(C=C1)N1[C@H](COCC1)COC